C(C1=CC=CC=C1)OC=1C(=NC=C(N1)C1=C(C(=CC=C1)Cl)Cl)Cl 3-(benzyloxy)-2-chloro-5-(2,3-dichlorophenyl)pyrazine